cis-8-dimethylamino-3-(4-methylsulfonyl-pyridin-3-yl)-8-phenyl-1,3-diazaspiro[4.5]decan-2-one CN(C1(CCC2(CN(C(N2)=O)C=2C=NC=CC2S(=O)(=O)C)CC1)C1=CC=CC=C1)C